C(C)OC=1C=C(C=CC1)C1=CC=C(C2=CC=CC=C12)C(=O)N1CCN(CC1)C1=CC=C(N=N1)C(=O)NS(=O)(=O)C1=CC(=C(C=C1)NCCSC1=CC=CC=C1)C(F)(F)F 6-[4-[4-(3-Ethoxyphenyl)naphthalene-1-carbonyl]piperazin-1-yl]-N-[4-(2-phenylsulfanylethylamino)-3-(trifluoromethyl)phenyl]sulfonylpyridazine-3-carboxamide